3-bromo-1,3,4-oxadiazine BrN1COC=CN1